2-[1-(2-methoxyethyl)-3-methyl-pyrazol-4-yl]-6-[5-[(6-methylpyridazin-3-yl)amino]benzimidazol-1-yl]pyridine-3-carbaldehyde COCCN1N=C(C(=C1)C1=NC(=CC=C1C=O)N1C=NC2=C1C=CC(=C2)NC=2N=NC(=CC2)C)C